copper-cobalt sulphide [Co]=S.[Cu]